C1(CC1)C(=O)N1CCC(CC1)CN1N=C2C3=C(C[C@@H](C2=C1)C)OC(=C3C(F)(F)F)C(=O)NC[C@H]3OCCC3 (4S)-2-{[1-(cyclopropanecarbonyl)piperidin-4-yl]methyl}-4-methyl-N-{[(2S)-oxolane-2-yl]methyl}-8-(trifluoromethyl)-4,5-dihydro-2H-furo[2,3-g]indazole-7-carboxamide